C(C=CCCCCC)C(=O)O oct-2-ene-1-carboxylic acid